tungsten-molybdenum iron [Fe].[Mo].[W]